5-oxaspiro[3.4]oct-7-en-7-yl trifluoromethanesulfonate FC(S(=O)(=O)OC=1COC2(CCC2)C1)(F)F